N1=CC=C2N1C=C(C=C2)OC(NC(C)C)=O pyrazolo[1,5-a]Pyridin-6-ylisopropylcarbamate